(R)-1-(1-(2,2-difluoropropyl)-8-methoxy-9-(2-methyl-2H-tetrazol-5-yl)-5,6-dihydropyrrolo[2,1-a]isoquinoline-3-carbonyl)-2-methylazetidine-2-carbonitrile FC(CC=1C=C(N2C1C1=CC(=C(C=C1CC2)OC)C=2N=NN(N2)C)C(=O)N2[C@](CC2)(C#N)C)(C)F